4-(4-(3,8-diazabicyclo-[3.2.1]octan-3-yl)-6-chloro-8-fluoro-2-(((2R,7aS)-2-fluorotetrahydro-1H-pyrrolizin-7a(5H)-yl)methoxy)-quinazolin-7-yl)-6-chloro-benzo[d]thiazol-2-amine C12CN(CC(CC1)N2)C2=NC(=NC1=C(C(=C(C=C21)Cl)C2=CC(=CC1=C2N=C(S1)N)Cl)F)OC[C@]12CCCN2C[C@@H](C1)F